[N+](=O)([O-])C1=C(C(=O)[O-])C=CC=C1 2-nitrobenzoic acid anion